OC(C(=O)[O-])C.OC(C(=O)[O-])C.OC(C(=O)[O-])C.[Al+3] aluminum tris(2-hydroxypropionate) salt